BrC1=C2C=NN(C2=C(C(=C1)I)/N=C/N(C)C)C (E)-N'-(4-bromo-6-iodo-1-methylindazol-7-yl)-N,N-dimethylmethanimidamide